3-hydroxybenzene-1,2-dicarboxylic acid OC1=C(C(=CC=C1)C(=O)O)C(=O)O